pyridine bis-imine iron salt [Fe].N=1C(C(C=CC1)=N)=N